C1(CC1)NS(=O)(=O)C1=CC=C(C=C1)S(=O)(=O)N1C[C@@H](CCC1)C(=O)N1CCN(CC1)C1=NC(=NO1)C(C)C (R)-N-Cyclopropyl-4-((3-(4-(3-isopropyl-1,2,4-oxadiazol-5-yl)piperazine-1-carbonyl)piperidin-1-yl)sulfonyl)benzenesulfonamide